1-(3-chloro-2-nitrophenyl)-4-isopropyl-1,4-diazepane ClC=1C(=C(C=CC1)N1CCN(CCC1)C(C)C)[N+](=O)[O-]